CC1=C(C=CC2=CC=CC=C12)O methyl-beta-naphthol